FCCCN1CC(CC1)OC1=CC=C(C=C1)C1=CCCCC2=C1C=CC=C2 5-{4-[1-(3-fluoropropyl)pyrrolidin-3-yloxy]phenyl}-8,9-di-hydro-7H-benzocyclohepten